7-((5-fluoro-2-methoxybenzyl)oxy)-3,4-dihydroisoquinolin FC=1C=CC(=C(COC2=CC=C3CCN=CC3=C2)C1)OC